[1,3-bis(2,6-diisopropylphenyl)imidazol-2-ylidene](3-Chloropyridine) palladium (II) dichloride [Pd](Cl)Cl.C(C)(C)C1=C(C(=CC=C1)C(C)C)N1C(N(C=C1)C1=C(C=CC=C1C(C)C)C(C)C)=C1NC=CC=C1Cl